C1(CCC1)N1N=C(C=2C1=NC=NC2N)C2=CC=C(C=C2)[N+](=O)[O-] 1-cyclobutyl-3-(4-nitrophenyl)-1H-pyrazolo[3,4-d]pyrimidin-4-amine